Cl.CN(C=1C=2C=CC=NC2C=CC1)[C@@H]1CNCC1 (S)-N-methyl-N-(pyrrolidin-3-yl)quinolin-5-amine hydrochloride